(3-((S)-1-amino-1,3-dihydrospiro[inden-2,4'-piperidin]-1'-yl)-6-(2-(2-methylcyclopropyl)vinyl)pyrazin-2-yl)methanol N[C@@H]1C2=CC=CC=C2CC12CCN(CC2)C=2C(=NC(=CN2)C=CC2C(C2)C)CO